2-((1-(4-(4,4-difluoropiperidin-1-yl)-8-methyl-[1,2,4]triazolo[4,3-a]quinoxalin-6-yl)ethyl)amino)benzoic acid FC1(CCN(CC1)C=1C=2N(C3=CC(=CC(=C3N1)C(C)NC1=C(C(=O)O)C=CC=C1)C)C=NN2)F